6-Chloro-3-[(1R)-1-[3,6-dimethyl-2-(6-morpholino-3-pyridyl)-4-oxo-chromen-8-yl]ethoxy]pyridine-2-sulfonamide ClC1=CC=C(C(=N1)S(=O)(=O)N)O[C@H](C)C=1C=C(C=C2C(C(=C(OC12)C=1C=NC(=CC1)N1CCOCC1)C)=O)C